1-(2-isopropylphenyl)-3,3-dimethoxycyclobutane-1-carbonitrile C(C)(C)C1=C(C=CC=C1)C1(CC(C1)(OC)OC)C#N